1-cyclopentyl-4-((6-(piperidin-1-yl)pyridazin-3-yl)methyl)piperazine-2,3-dione C1(CCCC1)N1C(C(N(CC1)CC=1N=NC(=CC1)N1CCCCC1)=O)=O